NC1=NC=CC2=C1N=C(N=C2)C=2C=C(C=CC2)C#C[C@@](C)(O)C=2OC(=NN2)C (R)-4-[3-(8-aminopyrido[3,4-d]pyrimidin-2-yl)phenyl]-2-(5-methyl-1,3,4-oxadiazol-2-yl)but-3-yn-2-ol